NC1=NC=C(C=C1O[C@H](C)C=1C=C(C=CC1)NC(C1=CC(=CC=C1)C(C)C)=O)Cl (R)-N-(3-(1-((2-amino-5-chloropyridin-3-yl)oxy)ethyl)phenyl)-3-isopropylbenzamide